benzo[1,2,5]Thiadiazole N1=C2C(=NS1)C=CC=C2